C(C=1C(C(=O)O)=CC=CC1)(=O)O.P(=O)(OC1=CC=CC=C1)(O)O phenyl phosphate phthalate